Ethyl 2-(4-((3-(4-(tert-butyl) phenyl)-2,5-dioxoimidazolin-1-yl) methyl)-2,6-dimethylphenoxy)-2-methylpropionate C(C)(C)(C)C1=CC=C(C=C1)N1C(N(C(C1)=O)CC1=CC(=C(OC(C(=O)OCC)(C)C)C(=C1)C)C)=O